N-(3-(7-(methylthio)-2-phenyl-2,3-dihydro-[1,4]dioxino[2,3-c]pyridin-5-yl)-1H-pyrrolo[2,3-c]pyridin-5-yl)acetamide CSC1=CC2=C(C(=N1)C1=CNC3=CN=C(C=C31)NC(C)=O)OCC(O2)C2=CC=CC=C2